N1=CC=C(C=C1)C(O)C=1N=CN(C1)COCC[Si](C)(C)C Pyridin-4-yl(1-((2-(trimethylsilyl)ethoxy)methyl)-1H-imidazol-4-yl)methanol